FC1(C(C2=C(C(=C=C=C12)OC=1C=C(C(=O)N)C=C(C1)F)SC(F)(F)F)=O)F 3-{8,8-difluoro-7-oxo-5-(trifluoromethylthio)bicyclo[4.2.0]oct-1,3,5-triene-2-enyloxy}-5-fluorobenzamide